C(C)(=O)C1=CN(C2=CC=C(C=C12)N1CCN(CC1)S(=O)(=O)C)CC(=O)OC(C)(C)C tert-Butyl 2-(3-acetyl-5-(4-(methylsulfonyl)piperazin-1-yl)-1H-indol-1-yl)acetate